O1C(COC2=NC=CC=C21)COC2=NC(N1C(C3=CC=C(C=C3CC1)C=1C=C(C(=O)N)C=CC1)=C2)=O 3-[2-(2,3-Dihydro-[1,4]dioxino[2,3-b]pyridin-2-ylmethoxy)-4-oxo-6,7-dihydro-4H-pyrimido[6,1-a]isoquinolin-9-yl]-benzamide